FC(C=1C=CC(=C(C1)O)C1=C2C(=C(N=N1)N[C@@H]1COC(CC1)(C)C)C=NC=C2)F (S)-5-(difluoromethyl)-2-(4-((6,6-dimethyltetrahydro-2H-pyran-3-yl)amino)pyrido[3,4-d]pyridazin-1-yl)phenol